BrC=1C=C(C(=NC1)N)N=CC1=CC=CC=C1 5-Bromo-N3-(phenylmethylene)pyridine-2,3-diamine